O=S1(N=C(C2=C1C=CC=C2)N2CCN(CC2)C(=O)C2=CC=C(C=C2)F)=O (4-(1,1-dioxidobenzo[d]isothiazol-3-yl)piperazin-1-yl)(4-fluorophenyl)methanone